CC1=NC2=NC3=C(N2C(=C1)C)C=CC=C3 2,4-dimethylpyrimido[1,2-a]benzimidazole